3-(4-chlorophenyl)-1-ethoxy-6-(1H-pyrazol-1-yl)isoquinoline ClC1=CC=C(C=C1)C=1N=C(C2=CC=C(C=C2C1)N1N=CC=C1)OCC